3-Isopentenyl-2-{2-[4'-methoxy-(1,1'-biphenyl)-3-yl]-2-oxoethyl}-4-methoxysalicylic acid C(CC(=C)C)C=1C(C(C(=O)O)C=CC1OC)(O)CC(=O)C=1C=C(C=CC1)C1=CC=C(C=C1)OC